C(C1=CC=CC=C1)N1N=NC(=C1C1=NC(=CC=C1)C)C=1C=C2C=C(C=NC2=CC1)N1CC(CC1)N(C)C 1-[6-[1-benzyl-5-(6-methyl-2-pyridyl)triazol-4-yl]-3-quinolyl]-N,N-dimethyl-pyrrolidin-3-amine